BrC1=C(C(=C(C(=C1F)F)C1=C(C(=C(C(=C1F)F)Br)F)F)F)F 4,4'-dibromo-octafluorobiphenyl